[2,6-difluoro-4-(2-phenylethynyl)phenyl]-3'-(hydroxymethyl)spiro[cyclopropane-1,5'-imidazo[1,2-a]imidazol]-6'-one FC1=C(C(=CC(=C1)C#CC1=CC=CC=C1)F)C1=NC=2N(C1CO)C1(C(N2)=O)CC1